6-(2,4-difluorophenyl)-4-(6-methylpyridin-3-yl)isoindolin-1-one FC1=C(C=CC(=C1)F)C1=CC(=C2CNC(C2=C1)=O)C=1C=NC(=CC1)C